C(C)N1CCN(CC1)CC=1C=CC(=NC1)NC1=NC=C(C(=N1)C=1C=C(C2=C(N(C(=N2)C)C(C)C)C1)F)F N-{5-[(4-ethyl-1-piperazinyl)methyl]-2-pyridinyl}-5-fluoro-4-(4-fluoro-1-isopropyl-2-methyl-1H-benzimidazol-6-yl)-2-pyrimidinamine